CS(=O)(=O)OC1=C(C=CC(=C1)C)[N+](=O)[O-].[Na] sodium (5-methyl-2-nitrophenyl) methylsulphonate